BrC=1C(=NN(N1)COCC[Si](C)(C)C)C(=O)OCC ethyl 5-bromo-2-((2-(trimethylsilyl) ethoxy) methyl)-2H-1,2,3-triazole-4-carboxylate